7,8-Dichloro-10-(oxazol-5-yl)-3,4,5,6-tetrahydroazepino[4,5-b]indol-2(1H)-one ClC1=C(C=C(C=2C3=C(NC12)CCNC(C3)=O)C3=CN=CO3)Cl